1-((3R,5R)-3-((6-amino-5-(4-phenoxyphenyl)pyrimidin-4-yl)amino)-5-fluoropiperidin-1-yl)prop-2-en-1-one NC1=C(C(=NC=N1)N[C@H]1CN(C[C@@H](C1)F)C(C=C)=O)C1=CC=C(C=C1)OC1=CC=CC=C1